ClC1=CC2=C3C=4N(CCS(C4N=C2C(=C1)F)(=O)=O)C(C1CN(CCN13)C(=O)[O-])=C=O 12-chloro-10-fluoro-5-carbonyl-1,2,4a,5,6,7-hexahydro-8-Thia-3,5a,9,13c-tetraazanaphtho[3,2,1-de]anthracene-3(4H)-carboxylate-8,8-dioxide